C(C)(C)C1C(CC(CC1)C)(C=O)C=O 2-isopropyl-5-methylcyclohexane-1,1-dicarboxaldehyde